[N+](=O)([O-])C=1C=C(C(=O)[O-])C=C(C1)[N+](=O)[O-].[Na+] sodium 3,5-dinitrobenzoate